5-bromo-acenaphthylen-1(2H)-one BrC1=CC=C2CC(C=3C=CC=C1C32)=O